di-tert-butyl ((4-(5-((1-(2-methoxyethyl)-3-(pyridin-2-yl)-1H-pyrazol-4-yl) carbamoyl) furan-2-yl)-1H-pyrazol-1-yl) methyl) phosphate P(=O)(OC(C)(C)C)(OC(C)(C)C)OCN1N=CC(=C1)C=1OC(=CC1)C(NC=1C(=NN(C1)CCOC)C1=NC=CC=C1)=O